P(=O)(O)(O)OC(C(=O)[O-])CO anti-phosphoglycerate